9,9'-((3,5-bis(dibenzo[b,d]furan-1-yl)-4-(2-(4,6-diphenyl-1,3,5-triazin-2-yl)phenyl)pyridine-2,6-diyl)bis(4,1-phenylene))bis(3-methyl-9H-carbazole) C1(=CC=CC=2OC3=C(C21)C=CC=C3)C=3C(=NC(=C(C3C3=C(C=CC=C3)C3=NC(=NC(=N3)C3=CC=CC=C3)C3=CC=CC=C3)C3=CC=CC=2OC1=C(C23)C=CC=C1)C1=CC=C(C=C1)N1C2=CC=CC=C2C=2C=C(C=CC12)C)C1=CC=C(C=C1)N1C2=CC=CC=C2C=2C=C(C=CC12)C